FC(C=1C=C(C=C(C1)C(F)(F)F)C1=CC=2C(N(C(C3=CC(=C4C(C23)=C1OC1=CC=CC=C14)C1=CC(=CC(=C1)C(F)(F)F)C(F)(F)F)=O)C1=CC=C(C=C1)CC(=O)O)=O)(F)F 2-(4-(5,11-bis(3,5-bis(trifluoromethyl)phenyl)-1,3-dioxo-1H-xantheno[2,1,9-def]isoquinolin-2(3H)-yl)phenyl)acetic acid